CC(CC#C)O methyl-but-3-yn-1-ol